7-((2S,5R)-4-acryloyl-2,5-dimethylpiperazin-1-yl)-10-(5-methyl-1H-benzo[d]imidazol-4-yl)-2,3-dihydro-5H-[1,4]oxazino[2,3,4-ij]quinazolin-5-one C(C=C)(=O)N1C[C@@H](N(C[C@H]1C)C1=NC(N2C3=C(C(=CC=C13)C1=C(C=CC=3NC=NC31)C)OCC2)=O)C